O(S(=O)(=O)C(F)(F)F)C1=CC(=CC2=CC=C(C(=C12)F)F)OCOC 7,8-difluoro-3-(methoxymethoxy)naphthalen-1-yl triflate